CC1(CCCC2(C3CC=C(C=C3CCC12)C(C)C)C)C(=O)O 1,2,3,4,4a,4b,5,9,10,10a-Decahydro-1,4a-dimethyl-7-(1-methylethyl)-1-phenanthrenecarboxylic acid